[I-].C[NH+](CCC)C N,N-dimethylpropan-1-aminium iodide